(2S,2'S)-4,4'-disulfanediyl-bis(2-aminobutanoic acid) S(SCC[C@@H](C(=O)O)N)CC[C@@H](C(=O)O)N